FC(C=1C(=NC=CC1)OC1CC2(C1)CN(CCC2)C(=O)OC(C)(C)C)(F)F tert-butyl 2-{[3-(trifluoromethyl)pyridin-2-yl]oxy}-6-azaspiro[3.5]nonane-6-carboxylate